C(#N)C=1C=CC(=NC1)C1=CC(=C(C(=C1)C)C1C(CC2(CCN(CC2)C(=O)OC(C)(C)C)CC1=O)=O)CC tert-butyl 9-[4-(5-cyano-2-pyridyl)-2-ethyl-6-methyl-phenyl]-8,10-dioxo-3-azaspiro[5.5]undecane-3-carboxylate